ethyl 2-(5-((1H-tetrazol-5-yl)methyl)-3-phenyl-4-(4-sulfamoylbenzyl)-1H-pyrazol-1-yl)thiazole-4-carboxylate N1N=NN=C1CC1=C(C(=NN1C=1SC=C(N1)C(=O)OCC)C1=CC=CC=C1)CC1=CC=C(C=C1)S(N)(=O)=O